NC1=C(C=C(C=N1)C#N)C 6-amino-5-methyl-pyridine-3-carbonitrile